FC(OC1=C(C(=O)O)C(=CC(=C1)C=1N(N=C2C=C(C=C(C12)OCC)C=1C=NN(C1)C)C)OC)F 2-(difluoromethoxy)-4-[4-ethoxy-2-methyl-6-(1-methylpyrazol-4-yl)indazol-3-yl]-6-methoxybenzoic acid